8-(4-chloro-2-fluorophenyl)-5-(4-(trifluoromethyl)-benzyl)-5,8-diazaspiro-[3.5]nonane-6,9-dione ClC1=CC(=C(C=C1)N1CC(N(C2(CCC2)C1=O)CC1=CC=C(C=C1)C(F)(F)F)=O)F